C(C=C)C1C(=O)OCCC1 allyl(valerolactone)